OCC1OCCC1O 2-(hydroxymethyl)tetrahydrofuran-3-ol